FC1=C(CN2C(C3=NC=CC=C3C2=O)([2H])[2H])C(=CC(=C1)C=1C=2C(N=CC1)=NN(C2)C)OCC(C)C 6-(2-fluoro-6-isobutoxy-4-(2-methyl-2H-pyrazolo[3,4-b]pyridin-4-yl)benzyl)-6,7-dihydro-5H-pyrrolo[3,4-b]pyridin-5-one-7,7-d2